5-methylpyridin-3-amine CC=1C=C(C=NC1)N